1,N3-bis(2,6-difluorophenyl)benzene-1,3-diamine FC1=C(C(=CC=C1)F)C1(CC(=CC=C1)NC1=C(C=CC=C1F)F)N